ClC=1C=C(C=CC1)C1=NN2C(C(=CC(=C2)C2=CC=CC=C2)C2=CC=CC=C2)=N1 2-(3-chlorophenyl)-6,8-diphenyl-[1,2,4]triazolo[1,5-a]pyridine